2-oxo-2-[(2R,5S)-5-methyl-2-[2-(1-methyl-4-piperidyl)indazol-6-yl]-1-piperidyl]acetamide ethyl-2-(6-acetamido-1H-pyrazolo[4,3-c]pyridin-1-yl)-5-methylthiazole-4-carboxylate C(C)OC(=O)C=1N=C(SC1C)N1N=CC=2C=NC(=CC21)NC(C)=O.O=C(C(=O)N)N2[C@H](CC[C@@H](C2)C)C=2C=CC1=CN(N=C1C2)C2CCN(CC2)C